4-aminobenzotriazol NC1=CC=CC=2NN=NC21